CN1C(CCC2=CC(=CC=C12)C=1C=C(C=NC1)CNC(=O)C=1N(C=CN1)C)=O 1-Methyl-1H-imidazole-2-carboxylic acid [5-(1-methyl-2-oxo-1,2,3,4-tetrahydro-quinolin-6-yl)-pyridin-3-ylmethyl]-amide